C(C1=CC=CC=C1)OC1=CC(=C(C=C1)/C(/C(=O)OCC)=N/[S@](=O)C(C)(C)C)F ethyl (R,Z)-2-(4-(benzyloxy)-2-fluorophenyl)-2-((tert-butylsulfinyl)imino)acetate